5-chloro-N-(2-fluorophenyl)thieno[3,2-b]pyridin-3-amine ClC1=CC=C2C(=N1)C(=CS2)NC2=C(C=CC=C2)F